CC1=C(C=C(C=N1)C=1C=C(C(=O)NC2=CC=C(C=C2)OCCC2=CC=CC=C2)C=CC1)NS(=O)(=O)C 3-(6-Methyl-5-(methylsulfonamido)pyridin-3-yl)-N-(4-phenethoxyphenyl)benzamide